COC1=CC=CC=2N(C(=NC21)C)CC2=CC=C(C=C2)B(O)O 4-((4-methoxy-2-methyl-1,3-benzodiazol-1-yl)methyl)phenyl-boronic acid